BrC1=C(C=C(C=C1)P(=O)(C)C)F 1-bromo-4-(dimethylphosphoryl)-2-fluorobenzene